BrC1=NN(C(=N1)C(C1=CC=C(C=C1)F)[C@@]1(N(C[C@H](NC1)CC)C=1C2=C(N(C(N1)=O)C)C=CC(=N2)C#N)CC)C (2S,5R)-4-((3-bromo-1-methyl-1H-1,2,4-triazol-5-yl(4-fluorophenyl)methyl)-2,5-diethylpiperazin-1-yl)-1-methyl-2-oxo-1,2-dihydropyrido[3,2-d]pyrimidine-6-carbonitrile